C(C#C)OCCOCCOCC(=O)ON1C(CCC1=O)=O 2,5-dioxopyrrolidin-1-yl 2-(2-(2-(prop-2-yn-1-yloxy) ethoxy) ethoxy)acetate